C(C=C)(=O)N1CCOC[C@@H]1C (2R,5S)-4-acryloyl-5-methylmorpholin